(Z)-2-cyano-3-ethoxyacrylic acid hexyl ester C(CCCCC)OC(\C(=C/OCC)\C#N)=O